C(CCC)OCCOCCOCCOC triethyleneglycol methyl n-butyl ether